2-[4-(methylsulfonyl)piperazin-1-yl]propan-1-ol CS(=O)(=O)N1CCN(CC1)C(CO)C